(S)-3-(2-carboxy-2-(methylamino)ethyl)benzoic acid C(=O)(O)[C@H](CC=1C=C(C(=O)O)C=CC1)NC